FC1(CNCCC1C1=CC=C(C=C1)[C@@]1(C(NC(CC1)=O)=O)C)F (3R)-3-(4-(3,3-difluoropiperidin-4-yl)phenyl)-3-methylpiperidine-2,6-dione